2-((1S,2S)-2-(2-chlorophenyl)cyclopropyl)-4,4,5,5-tetramethyl-1,3,2-dioxaborolane ClC1=C(C=CC=C1)[C@@H]1[C@H](C1)B1OC(C(O1)(C)C)(C)C